COC=1C=C2C=CC(=CC2=CC1)[C@@H](C(=O)N1C=CC2=C1N=CN=C2N([C@H]2CN(CC[C@H]2C)C(CC#N)=O)C)C 3-((3R,4R)-3-((7-((S)-2-(6-methoxynaphthalen-2-yl)propionyl)-7H-pyrrolo[2,3-d]pyrimidin-4-yl)(methyl)amino)-4-methylpiperidin-1-yl)-3-oxopropionitrile